6-amino-N-(1,2,3,4-tetrahydronaphthalen-2-yl)-2-(p-tolylamino)pyrimidine-4-carboxamide NC1=CC(=NC(=N1)NC1=CC=C(C=C1)C)C(=O)NC1CC2=CC=CC=C2CC1